N-cyclopentyl-2-[(5,6-diphenyl-1,2,4-triazin-3-yl)sulfanyl]propanamide C1(CCCC1)NC(C(C)SC=1N=NC(=C(N1)C1=CC=CC=C1)C1=CC=CC=C1)=O